N-((1H-PYRROLO[3,2-C]PYRIDIN-2-YL)METHYL)-2-(2-OXO-3-(PHENETHYLAMINO)-6-(4-(TRIFLUOROMETHYL)PHENYL)PYRAZIN-1(2H)-YL)ACETAMIDE N1C(=CC=2C=NC=CC21)CNC(CN2C(C(=NC=C2C2=CC=C(C=C2)C(F)(F)F)NCCC2=CC=CC=C2)=O)=O